tert-butyl 3-(1-(cyclopropylmethyl)-5-(1-ethyl-1,4,5,6-tetrahydropyrrolo[3,4-c]pyrazole-5-carbonyl)-7-(1-ethyl-1H-pyrazol-5-yl)-1H-indol-2-yl)-5,6-dihydropyridine-1(2H)-carboxylate C1(CC1)CN1C(=CC2=CC(=CC(=C12)C1=CC=NN1CC)C(=O)N1CC=2N(N=CC2C1)CC)C=1CN(CCC1)C(=O)OC(C)(C)C